N-[1-[1-[(3S)-2,6-dioxo-3-piperidyl]-3,4-dihydro-2H-quinolin-5-yl]-4-piperidyl]-N-methyl-carbamic acid tert-butyl ester C(C)(C)(C)OC(N(C)C1CCN(CC1)C1=C2CCCN(C2=CC=C1)[C@@H]1C(NC(CC1)=O)=O)=O